ClC=1C=C(CNC(OC(C)(C)C)=O)C=C(C1)C=1C=NN(C1)C1=CC=C(C=C1)F tert-Butyl 3-chloro-5-(1-(4-fluorophenyl)-1H-pyrazol-4-yl)benzylcarbamate